FC1=C(C=CC(=C1F)F)NC=1C2=C(N=CN1)C=CC(=N2)N2CC1(CCN1C(C=C)=O)C2 1-(6-(4-((2,3,4-trifluorophenyl)amino)pyrido[3,2-d]pyrimidin-6-yl)-1,6-diazaspiro[3.3]heptan-1-yl)prop-2-en-1-one